C[C@H]1CN(CCC1)C1=NOC(=N1)[C@H](C)N (S)-1-(3-((R)-3-methylpiperidin-1-yl)-1,2,4-oxadiazol-5-yl)ethan-1-amine